N1=C(C=CC=C1)C(N1CCN(CC1)C(=O)C=1C=C2C(N(C(C2=CC1)=O)C1C(NC(CC1)=O)=O)=O)C1=NC=CC=C1 5-(4-(bis(pyridin-2-yl)methyl)piperazine-1-carbonyl)-2-(2,6-dioxopiperidin-3-yl)isoindoline-1,3-dione